N[C@H](C1CCN(CC1)C([C@@H](CO)O)=O)C1=C(C=C(C(=C1)Cl)C(F)(F)F)O (2R)-1-[4-[(R)-amino[5-chloro-2-hydroxy-4-(trifluoromethyl)phenyl]methyl]piperidin-1-yl]-2,3-dihydroxypropan-1-one